BrC1=CC=C(C(=O)C2=CC(=C(C=C2)OC)OC)C=C1 4-bromo-3',4'-dimethoxybenzophenone